4-{4-[(5R)-5-(Azidomethyl)-4,5-dihydro-1,2-oxazol-3-yl]-2,6-difluorophenyl}-4-fluoro-1-imino-1λ6-thian-1-one N(=[N+]=[N-])C[C@H]1CC(=NO1)C1=CC(=C(C(=C1)F)C1(CCS(CC1)(=O)=N)F)F